4-(3-hydroxy-2-pyridin-2-yl-4,5,6,7-tetrahydro-2H-indazol-5-yl)-piperazin OC=1N(N=C2CCC(CC12)N1CCNCC1)C1=NC=CC=C1